(R)-6-Chloro-1'-(1-(3,4-difluorobenzyl)-1H-pyrazole-4-carbonyl)-5-fluorospiro[benzo[d][1,3]oxazine-4,3'-piperidin]-2(1H)-one ClC1=C(C2=C(NC(O[C@@]23CN(CCC3)C(=O)C=3C=NN(C3)CC3=CC(=C(C=C3)F)F)=O)C=C1)F